(1,4-diazabicyclo[3.2.2]nonan-4-yl)(3-(o-tolyl)-4,7-dihydropyrano[3,4-c]pyrazol-1(5H)-yl)methanone N12CCN(C(CC1)CC2)C(=O)N2N=C(C1=C2COCC1)C1=C(C=CC=C1)C